Methyl 3-(7-(2-(cyclohex-2-en-1-ylamino)-2-oxoethoxy)naphthalen-2-yl)-3-(2,2-difluoro-6-methylbenzo[d][1,3]dioxol-5-yl)propanoate C1(C=CCCC1)NC(COC1=CC=C2C=CC(=CC2=C1)C(CC(=O)OC)C1=CC2=C(OC(O2)(F)F)C=C1C)=O